(2R,3S,5R)-5-(4-aminopyrrolo[2,1-f][1,2,4]triazin-7-yl)-2-(((tert-butyldimethylsilyl)oxy)methyl)tetrahydrofuran-3-ol methyl-6,11-dioxo-6,11-dihydro-5H-benzo[b]carbazole-2-carboxylate CC1=C2C=3C(C4=C(C(C3NC2=CC=C1C(=O)O[C@@H]1[C@H](O[C@H](C1)C1=CC=C2C(=NC=NN21)N)CO[Si](C)(C)C(C)(C)C)=O)C=CC=C4)=O